1-benzyl-7-bromo-2-(pentan-2-yl)-1H-imidazo[4,5-c]quinolin-4-amine C(C1=CC=CC=C1)N1C(=NC=2C(=NC=3C=C(C=CC3C21)Br)N)C(C)CCC